CN1C(C=CC=C1[Sn](CCCC)(CCCC)CCCC)=O 1-methyl-6-(tributylstannyl)pyridin-2(1H)-one